methyl-hydrazine CNN